C(CCCC)C=1C=C(C(=O)NCC(=O)N2CCCC2)C=CC1OC1=CC=CC=C1 ((3-pentyl-4-phenoxybenzoyl)glycyl)pyrrolidine